2-(4-{2-chloro-5-cyano-3-[(8-cyano-4-{[(1S,2S)-2-methylcyclopropyl]amino}pyrazolo[1,5-a][1,3,5]triazin-2-yl)amino]phenyl}piperazin-1-yl)acetamide ClC1=C(C=C(C=C1NC1=NC=2N(C(=N1)N[C@@H]1[C@H](C1)C)N=CC2C#N)C#N)N2CCN(CC2)CC(=O)N